6-methoxy-4-dihydro-chromanone COC=1CC2C(CCOC2=CC1)=O